N2-methyl-N2-[2-(dimethylamino)ethyl]-6-isopropyloxy-N5-[4-(1-methyl-5,6-difluoro-1H-indol-3-yl)pyrimidin-2-yl]-3-nitropyridin-2,5-diamine CN(C1=NC(=C(C=C1[N+](=O)[O-])NC1=NC=CC(=N1)C1=CN(C2=CC(=C(C=C12)F)F)C)OC(C)C)CCN(C)C